ClC=1C=CC(=C(C1)C1=CC(NC=C1OC)=O)N1N=NC(=C1)C(F)(F)F 4-{5-Chloro-2-[4-(trifluoromethyl)-1H-1,2,3-triazol-1-yl]phenyl}-5-methoxypyridin-2(1H)-on